N=1C=CN2C1N=CC(=C2)C=2C=CN1N=C(N=CC12)N[C@@H]1CC[C@@H](CC1)OC 5-(Imidazo[1,2-a]pyrimidin-6-yl)-N-(cis-4-methoxycyclohexyl)pyrrolo[2,1-f][1,2,4]triazin-2-amine